ClC=1C=NC=C(C1[C@@H](C)OC=1C=C2C(=NN(C2=CC1)C1OCCCC1)C=1C=NC(=CC1)N1CC2(C1)CN(C2)S(=O)(=O)C)Cl 5-((R)-1-(3,5-dichloropyridin-4-yl)ethoxy)-3-(6-(6-(methylsulfonyl)-2,6-diazaspiro[3.3]heptan-2-yl)pyridin-3-yl)-1-(tetrahydro-2H-pyran-2-yl)-1H-indazole